2-azabicyclo[3.1.0]hexane-2,3-dicarboxylic acid 2-(tert-butyl) ester 3-ethyl ester C(C)OC(=O)C1N(C2CC2C1)C(=O)OC(C)(C)C